C[C@]12[C@H](N(C[C@H]2C1(C)C)C(COC1=CC=C(C=C1)OC(F)(F)F)=O)C(=O)O Methyl-(1R,2S,5S)-6,6-dimethyl-3-(2-(4-(trifluoromethoxy)phenoxy)acetyl)-3-azabicyclo[3.1.0]hexane-2-carboxylic acid